ClC=1C=C2C=C(NC2=CC1OCC=1C(=NC=CC1F)Cl)CNC(=O)C1(CC1)C N-({5-chloro-6-[(2-chloro-4-fluoro-3-pyridyl)methoxy]-2-indolyl}methyl)1-methylcyclopropanecarboxamide